tert-butyl 4-(3-(((S)-1-((2S,4R)-4-hydroxy-2-((4-(4-methylthiazol-5-yl)benzyl)carbamoyl)pyrrolidin-1-yl)-3,3-dimethyl-1-oxobutan-2-yl)amino)-3-oxopropyl)piperazine-1-carboxylate O[C@@H]1C[C@H](N(C1)C([C@H](C(C)(C)C)NC(CCN1CCN(CC1)C(=O)OC(C)(C)C)=O)=O)C(NCC1=CC=C(C=C1)C1=C(N=CS1)C)=O